CN1N=CC(=C1)N1N=C(C=CC1=O)C(=O)N 1-(1-methylpyrazol-4-yl)-6-oxo-pyridazine-3-carboxamide